Br.C[Mg]Br methylmagnesium bromide HBr